1-(2,2,2-trifluoroethyl)-1H-pyrazolo[3,4-c]pyridin FC(CN1N=CC=2C1=CN=CC2)(F)F